FC1=CC=C2C(CNCC2=C1F)N 7,8-difluoro-1,2,3,4-tetrahydroisoquinoline-4-Amine